Di(aziridin-1-yl)phosphinic acid (S)-4-([1,1'-biphenyl]-4-yloxy)-5-nitro-2,3-dihydro-1H-inden-1-yl ester C1(=CC=C(C=C1)OC1=C2CC[C@@H](C2=CC=C1[N+](=O)[O-])OP(=O)(N1CC1)N1CC1)C1=CC=CC=C1